COC([C@H](CCC1=NC2=C(N1C1=CC=CC=C1)C=CC(=C2)N)NC(=O)OC(C)(C)C)=O (2S)-4-(5-amino-1-phenyl-benzoimidazol-2-yl)-2-(tert-butoxycarbonylamino)butanoic acid methyl ester